NC1(CCN(CC1)C1=CN=C(C(=N1)C#N)SC1=C(C(=CC=C1)Cl)Cl)C 6-(4-amino-4-methylpiperidin-1-yl)-3-((2,3-dichlorophenyl)thio)pyrazine-2-carbonitrile